5-(2-Chlorobenzyl)-3-ethyl-4-oxo-4,5,6,7-tetrahydropyrazolo[1,5-a]pyrazine-2-carboxylic acid (5-cyclopropyl-[1,3,4]thiadiazol-2-yl) amide C1(CC1)C1=NN=C(S1)NC(=O)C1=NN2C(C(N(CC2)CC2=C(C=CC=C2)Cl)=O)=C1CC